(±)-N-(1-(4-bromo-6-fluoropyridin-3-yl)pent-4-en-1-yl)-2-methylpropan-2-sulfinamide BrC1=C(C=NC(=C1)F)C(CCC=C)NS(=O)C(C)(C)C